BrC1=CC(=C(CN2CCS(CC2)(=O)=O)C(=C1)F)F 4-(4-bromo-2,6-difluorobenzyl)thiomorpholine 1,1-dioxide